ClC=1C=C(C=CC1OC1=CC=CC=C1)C=1N=C(N2C1C=NC=C2)[C@H]2N(CCC2)C(C=C)=O (S)-1-(2-(1-(3-chloro-4-phenoxyphenyl)imidazo[1,5-a]pyrazin-3-yl)pyrrolidin-1-yl)prop-2-en-1-one